N-propynyl-p-methoxybenzamide C(#CC)NC(C1=CC=C(C=C1)OC)=O